N1C=NC(=C1)S(=O)(=O)N1CC2=CC(=CC=C2C(C1)(C)C)N1CCN(CC1)C1CCCC1 2-((1H-imidazol-4-yl)sulfonyl)-7-(4-cyclopentylpiperazin-1-yl)-4,4-dimethyl-1,2,3,4-tetrahydroisoquinoline